C(C(=C)C)(=O)OCCC[SiH3] 3-methacryloxy-propyl-silane